(methyl-2-imidazolin-2-yl)propane CN1C(=NCC1)CCC